C1(CC1)NC1=NC(=NC=C1C(F)(F)F)NC1=C2C=NN(C2=CC=C1)S(=O)(=O)C(C)C N4-cyclopropyl-N2-(1-(isopropylsulfonyl)-1H-indazol-4-yl)-5-(trifluoromethyl)pyrimidine-2,4-diamine